Ethyl 2,6-dimethyl-4-hydroxybenzoate CC1=C(C(=O)OCC)C(=CC(=C1)O)C